5-(3-(cyclopropylmethoxy)-4-(difluoromethoxy)phenethyl)-2-hydroxy-2,3-dihydro-1H-inden-1-one C1(CC1)COC=1C=C(CCC=2C=C3CC(C(C3=CC2)=O)O)C=CC1OC(F)F